C(=O)(O)SC[C@H](N)C(=O)O S-Carboxy-L-cystein